C1(CCCCC1)C[C@H](CO)NC(OC(C)(C)C)=O tert-butyl N-[(1R)-1-(cyclohexylmethyl)-2-hydroxy-ethyl]carbamate